BrC=1C=CC(=C(C1)N1CCC2(CC2)CC1)N1N=NC(=C1)C1=NC(=C[N+](=C1)[O-])N1CCC(CC1)(F)F 6-[5-bromo-2-[4-[6-(4,4-difluoro-1-piperidyl)-4-oxido-pyrazin-4-ium-2-yl]triazol-1-yl]phenyl]-6-azaspiro[2.5]octane